CN1N=C2C(CN(C=3C(=CC=CC23)NC2=CC(=NC=C2C(=O)NC([2H])([2H])[2H])NC(=O)NC)C)=C1 4-((2,5-dimethyl-4,5-dihydro-2H-pyrazolo[4,3-c]quinolin-6-yl)amino)-N-(methyl-d3)-6-(3-methylureido)nicotinamide